C(C1=CC=CC=C1)OC(=O)NC(C(=O)O)C1OCCCC1 2-(((benzyloxy)carbonyl)amino)-2-(tetrahydro-2H-pyran-2-yl)acetic acid